C(OCC1[C@H]2CCC#CCC[C@@H]12)(ON1C(CCC1=O)=O)=O (1R,8S,9S)-bicyclo[6.1.0]nonan-4-yn-9-ylmethyl succinimidyl carbonate